O=C1NC(CCC1N1C(C2=CC=C(C=C2C1=O)OCCN1CCNCC1)=O)=O 2-(2,6-dioxopiperidin-3-yl)-5-[2-(piperazin-1-yl)ethoxy]isoindol-1,3-dione